C1(=C(C=CC=C1)N(C=1C2(C3=CC4=CC=CC=C4C3=CC1)C=CC=C1C3=CC=CC=C3C=C12)C1=C(C(=CC=2C3=CC=CC=C3CC12)C1=CC=CC=C1)C1=CC=CC=C1)C1=CC=CC=C1 (biphenylyl)(diphenylfluorenyl)(spirobifluorenyl)amine